C1(CC1)C1=NC=NC(=C1C=1N=C(C2=C(N1)CCN(C2)C#N)SC)OC 2-(4-cyclopropyl-6-methoxypyrimidin-5-yl)-4-(methylthio)-7,8-dihydropyrido[4,3-d]pyrimidine-6(5H)-carbonitrile